ClC=1C=C(CNCCCCN(CCNC2=NC3=C(C4=CN=CC=C24)C=CC(=C3)C(=O)N)C)C=CC1OC(F)(F)F 5-((2-((4-((3-Chloro-4-(trifluoromethoxy)benzyl)amino)butyl)(methyl)amino)ethyl)amino)benzo[c][2,6]naphthyridine-8-carboxamide